C(=O)(O)CCC(=O)NCC[C@@](C(=O)O)(C)CC1=CC=C(C=C1)C1=CC=CC=C1 N-(3-carboxy-1-oxopropyl)-(4S)-(p-phenylphenylmethyl)-4-amino-(2R)-methylbutyric acid